(S)-1-((4-(4-phenylindolin-1-yl)pyrido[3,2-d]pyrimidin-7-yl)methyl)piperidine-2-carboxylic acid C1(=CC=CC=C1)C1=C2CCN(C2=CC=C1)C=1C2=C(N=CN1)C=C(C=N2)CN2[C@@H](CCCC2)C(=O)O